C1N(CC12CCC2)S(=O)(=O)C=2C=C(C(=O)N1CC3(C4=CC(=CC=C14)NS(=O)(=O)CCO)CCC1(CC3)CC1)C=CC2 N-(1''-(3-((2-azaspiro[3.3]heptan-2-yl)sulfonyl)benzoyl)dispiro[cyclopropane-1,1'-cyclohexane-4',3''-indolin]-5''-yl)-2-hydroxyethane-1-sulfonamide